(2RS)-2-[1-oxo-6-[2-[4-(piperazin-1-ylmethyl)phenyl]ethynyl]isoindolin-2-yl]-2-phenyl-N-thiazol-2-yl-acetamide O=C1N(CC2=CC=C(C=C12)C#CC1=CC=C(C=C1)CN1CCNCC1)[C@@H](C(=O)NC=1SC=CN1)C1=CC=CC=C1 |r|